OC1=NN2C(C=CC3=C2C(CC3C(=O)O)(C)C)=C1 2-hydroxy-8,8-dimethyl-7,8-dihydro-6H-cyclopenta[e]pyrazolo[1,5-a]pyridine-6-carboxylic acid